iodobenzen diacetate C(C)(=O)O.C(C)(=O)O.IC1=CC=CC=C1